C(C1=CC=CC=C1)OC(=O)N1C[C@@H]([C@@H](C1)CC)C(=O)[O-] (3R,4s)-1-((benzyloxy)carbonyl)-4-ethylpyrrolidine-3-carboxylate